The molecule is an S-acyl-4-phosphopantetheine obtained by deprotonation of the phosphate OH groups of S-hexanoyl-4'-phosphopantetheine; major species at pH 7.3. It is a conjugate base of a S-hexanoyl-4'-phosphopantetheine. CCCCCC(=O)SCCNC(=O)CCNC(=O)[C@@H](C(C)(C)COP(=O)([O-])[O-])O